octadecenyl-sn-glycero-3-phosphorylcholine C(=CCCCCCCCCCCCCCCCC)C(OP(OC[C@@H](CO)O)(=O)O)C[N+](C)(C)C